ClC=1C=C(/C(/NC2=CC=CC=C2)=N\O)C=CC1 (E)-3-chloro-N'-hydroxy-N-phenylbenzimidamide